2-(3'-tert-Butyl-5'-[2-(2-ethylhexyloxy)carbonyl-ethyl]-2'-hydroxyphenyl)-5-chlorobenzotriazol C(C)(C)(C)C=1C(=C(C=C(C1)CCC(=O)OCC(CCCC)CC)N1N=C2C(=N1)C=CC(=C2)Cl)O